(S,E)-methyl 3-(2-(3-(2-cyanoguanidino)benzamido)acetamido)-2-(2,6-dichlorobenzamido)propanoate C(#N)/N=C(/NC=1C=C(C(=O)NCC(=O)NC[C@@H](C(=O)OC)NC(C2=C(C=CC=C2Cl)Cl)=O)C=CC1)\N